[N+](=O)([O-])C=1C=C(C#N)C=CC1NC[C@H]1OCC1 (S)-3-nitro-4-((oxetan-2-ylmethyl)amino)benzonitrile